NC1=C2C(N(C(C2=CC=C1)=O)C1C(N(C(CC1)=O)CC(C)C)=O)=O 4-amino-2-(1-isobutyl-2,6-dioxopiperidin-3-yl)isoindoline-1,3-dione